FC1=C(C(=CC=C1)O)C1=C(C(=NC=2C=C(CCC12)C1=C(N=CS1)C)N1CC2(CN(C2)C(C=C)=O)CC1)C#N 4-(2-fluoro-6-hydroxyphenyl)-7-(4-methyl-1,3-thiazol-5-yl)-2-(2-(2-propenoyl)-2,6-diazaspiro[3.4]octan-6-yl)-5,6-dihydro-3-quinolinecarbonitrile